COC=1C=C(C=CC1)C1CCC=2N(C1)C(N(N2)C2=NC=CC=C2)=O 6-(3-methoxyphenyl)-2-(pyridin-2-yl)-5,6,7,8-tetrahydro-[1,2,4]triazolo[4,3-a]pyridin-3(2H)-one